COC=1C=NN(C1N1C(C(=CC=C1)C(=O)O)=O)C 1-(4-methoxy-1-methyl-1H-pyrazol-5-yl)-2-oxo-1,2-dihydropyridine-3-carboxylic Acid